1-ethyl-3-methylimidazole 2-(5-hydroxyethoxycarbonyl-1H-benzimidazol-2-yl)ethylphenyl-phosphinate OCCOC(=O)C1=CC2=C(NC(=N2)CCP(O)(=O)C2=CC=CC=C2)C=C1.C(C)N1CN(C=C1)C